C(C)OC(=O)C=1N=NN(C1)C1CCC2=C1C=NC(=C2)Cl ethyl-1-(3-chloro-6,7-dihydro-5H-cyclopenta[c]pyridin-7-yl)-1H-1,2,3-triazole-4-carboxylate